C(=O)(C=C)OCCCC(C)O[Si](OCC)(OCC)C γ-acroyloxypropylmethyltriethoxysilane